NC=1C=CC(=NC1N)N1CCN(CC1)C(=O)OC(C)(C)C tert-butyl 4-(5,6-diamino-2-pyridyl)piperazine-1-carboxylate